N-(2-Chloro-4-fluorophenyl)-N-{4-[2-(2-chlorophenyl)acetamido]pyridin-2-yl}acetamide ClC1=C(C=CC(=C1)F)N(C(C)=O)C1=NC=CC(=C1)NC(CC1=C(C=CC=C1)Cl)=O